C(#N)C=1C(=C(C=CC1)CNC(=O)NC12CC(C1)(C2)C(F)(F)F)F 1-[(3-cyano-2-fluorophenyl)methyl]-3-[3-(trifluoromethyl)-1-bicyclo[1.1.1]pentanyl]urea